3-[6-(2,3-dihydro-benzo[1,4]dioxin-5-yl)-2-methoxy-pyridin-3-ylamino]-benzylamid O1CCOC2=C1C=CC=C2C2=CC=C(C(=N2)OC)NC=2C=C(C[NH-])C=CC2